[C@H]12CN(C[C@H](CC1)N2)C2=NC(=NC1=C(C(=C(C=C21)F)C2=CNC1=C(C=CC(=C21)F)F)F)OCC21CCCN1CCC2 4-((1R,5S)-3,8-diazabicyclo[3.2.1]octan-3-yl)-7-(4,7-difluoro-1H-indol-3-yl)-6,8-difluoro-2-((tetrahydro-1H-pyrrolizin-7a(5H)-yl)methoxy)quinazoline